2-(7-Chloro-4-oxothiochroman-3-yl)-2-oxoethyl acetate C(C)(=O)OCC(=O)C1CSC2=CC(=CC=C2C1=O)Cl